CC1(OB(OC1(C)C)C=1CCN(CC1)C(=O)OC(C)(C)C)C tert-butyl [4-(4,4,5,5-tetramethyl-1,3,2-dioxaborolan-2-yl)-3,6-dihydro-2H-pyridin-1-yl]formate